NCC1=NNC(C2=CC=C(C=C12)C=1C=NC=C(C1)OC1=C(C=C(C=C1)C)C)=O 4-(aminomethyl)-6-(5-(2,4-dimethylphenoxy)pyridin-3-yl)phthalazin-1(2H)-one